[Pd].[Pt].[Zn] zinc-platinum-palladium